(1-(((tert-butyldimethylsilyloxy)methyl)cyclopropyl)ethynyl)2-chloropyridin-3-amine [Si](C)(C)(C(C)(C)C)OCC1(CC1)C#CC1=C(C(=NC=C1)Cl)N